(S)-2-amino-3-(4-hydroxyphenyl)propionamide N[C@H](C(=O)N)CC1=CC=C(C=C1)O